phenyl-propenyl-acrylamide C1(=CC=CC=C1)C=C(C(=O)N)C=CC